N(N)C(=O)C1=CC(=NC=C1)NC(OC(C)(C)C)=O tert-butyl (4-(hydrazinecarbonyl)pyridin-2-yl)carbamate